(5'S)-3'-(2,6-difluorophenyl)-5'-methyl-spiro[1,3-dioxolane-2,12'-9-thia-4,7-diazatricyclo[8.5.0.02,8]pentadeca-1(10),2(8),3-triene]-6'-one FC1=C(C(=CC=C1)F)C=1C=2C=3CCCC4(CC3SC2NC([C@@H](N1)C)=O)OCCO4